N-[(S)-1-(4-fluoro-3-methoxyphenyl)ethyl]-4-[(S)-5-methyl-1,4-diazepan-1-yl]-8-ethoxy-6-methyl-1,7-diaza-3-naphthamide FC1=C(C=C(C=C1)[C@H](C)NC(=O)C=1C=NC2=C(N=C(C=C2C1N1CCN[C@H](CC1)C)C)OCC)OC